C(N)(=O)N(C1=C(C=CC=C1F)F)C1=CC=C(C(=N1)C1=C(C=C(C=C1)F)F)C(=O)N 6-(N-carbamoyl-2,6-difluoroanilino)-2-(2,4-difluorophenyl)-3-pyridinecarboxamide